4-amino-7-fluoro-N,1,3-trimethyl-N-((4S)-7-(trifluoromethyl)-3,4-dihydro-1H-2-benzopyran-4-yl)-1H-pyrazolo[4,3-c]quinoline-8-carboxamide NC1=NC=2C=C(C(=CC2C2=C1C(=NN2C)C)C(=O)N([C@@H]2COCC1=C2C=CC(=C1)C(F)(F)F)C)F